tert-butyl 4-(6-hydroxy-1,3-dimethyl-2-oxo-benzimidazol-4-yl)-3,6-dihydro-2H-pyridine-1-carboxylate OC=1C=C(C2=C(N(C(N2C)=O)C)C1)C=1CCN(CC1)C(=O)OC(C)(C)C